N1N=NN=C1C1=C(C=CC=C1)C1=CC(=CC(=N1)N(CC(C)C)CC1=CC=CC=C1)NC1=NC=C(C=N1)C 6-(2-(1H-tetrazol-5-yl)phenyl)-N2-benzyl-N2-isobutyl-N4-(5-methylpyrimidin-2-yl)pyridine-2,4-diamine